(1R,2S)-2-{3-[(6-isopropyl-3-methoxypyridazin-4-yl)amino]-1H-indazol-6-yl}-5'-methoxy-1'H-spiro[cyclopropane-1,3'-indol]-2'-one C(C)(C)C1=CC(=C(N=N1)OC)NC1=NNC2=CC(=CC=C12)[C@@H]1C[C@@]12C(NC1=CC=C(C=C21)OC)=O